BrCC(=O)C12COC(C1)(C2)C 2-bromo-1-(1-methyl-2-oxabicyclo[2.1.1]hexan-4-yl)ethan-1-one